trans-4-(5-(4-chlorophenyl)-1,3,4-oxadiazol-2-yl)-N-((6-chloroquinolin-2-yl)methyl)cyclohexanecarboxamide ClC1=CC=C(C=C1)C1=NN=C(O1)[C@@H]1CC[C@H](CC1)C(=O)NCC1=NC2=CC=C(C=C2C=C1)Cl